THIAZOLOPYRIDYL-AMIDE N1=C(SC2=C1C=CC=N2)[NH-]